isonicotinyl carbamate C(N)(OCC1=CC=NC=C1)=O